FC=1C=CC2=C(NC(=N2)N2C=NC3=C2C=CC(=C3)N)C1F 6',7'-difluoro-1'H-[1,2'-bibenzo[d]imidazole]-5-amine